ClNC1=CC=C(C=C1)C1=CC=CC=C1 (14R)-4-chloroaminobiphenyl